CN(CC=1SC2=C(N1)C=C(C=C2)[C@@H]2NC[C@H](CC2)C)C N,N-dimethyl-1-(5-((2R,5S)-5-methylpiperidin-2-yl)benzo[d]thiazol-2-yl)Methanamine